4,7-dimethylindene lithium salt [Li].CC1=C2C=CCC2=C(C=C1)C